rac-(2r,3s,5r)-4-[[3-(3,4-difluoro-2-methoxy-phenyl)-5-(trifluoromethyl)tetrahydrofuran-2-carbonyl]amino]pyridine-2-carboxamide palladium [Pd].FC=1C(=C(C=CC1F)[C@H]1[C@@H](O[C@H](C1)C(F)(F)F)C(=O)NC1=CC(=NC=C1)C(=O)N)OC |r|